CC1=CC=C(C=C1)S(=O)(=O)[O-].C(CCCCCCCCCCCCCCC)[N+](C)(C)C hexadecyl-trimethylammonium p-toluenesulfonate